COCC(COC)C=1C(=NN2C1N=C(C=C2N2CCOCC2)N2N=C(C=C2)C=2C=C(C=CC2)C)C(=O)N (1,3-Dimethoxypropane-2-yl)-7-morpholino-5-(3-(m-tolyl)-1H-pyrazol-1-yl)pyrazolo[1,5-a]pyrimidine-2-carboxamide